CO[C@H]([C@@H](C=O)O)[C@H](O)[C@H](O)CO 3-O-methyl-mannose